C(C1=CC=CC=C1)N1N=C(N=C1F)C=1C(=CC(=C(C1)NC(=O)C=1C=NN2C1C=CC=C2)C)F N-[5-(1-Benzyl-5-fluoro-1,2,4-triazol-3-yl)-4-fluoro-2-methylphenyl]pyrazolo[1,5-a]pyridine-3-carboxamide